bis(biphenyl-3-yl)-3,3'-bi-9H-carbazole C1(=CC(=CC=C1)N1C2=CC=CC=C2C=2C=C(C=CC12)C=1C=CC=2N(C3=CC=CC=C3C2C1)C=1C=C(C=CC1)C1=CC=CC=C1)C1=CC=CC=C1